FC(C(=O)O)(F)F.FC(C(=O)O)(F)F.C(C1=CC=CC=C1)N1CC2=C(N=CN=C2C2=CCCN(C2)C(=O)OC(C)(C)C)C[C@H]1C tert-Butyl (R)-5-(6-benzyl-7-methyl-5,6,7,8-tetrahydropyrido[4,3-d]pyrimidin-4-yl)-3,6-dihydropyridine-1(2H)-carboxylate bis(trifluoroacetate)